CC=1N=C(C(=NC1C)S)S 5,6-dimethyl-2,3-dimercaptopyrazine